NC12CC(C1)(C2)NC(OCCCC)=O butyl (3-aminobicyclo[1.1.1]pentan-1-yl)carbamate